2-[4-[[[6-[(4-cyanophenyl)methylcyclopropyl-amino]-5-fluoro-pyrimidin-4-yl]amino]methyl]phenyl]acetamide C(#N)C1=CC=C(C=C1)CN(C1=C(C(=NC=N1)NCC1=CC=C(C=C1)CC(=O)N)F)C1CC1